ClC1=C2C(=NC=C1C1=CNC3=C(C=CC=C13)CC(=O)N(C)C)NCC21CC1 2-(3-(4'-Chloro-1',2'-dihydrospiro[cyclopropane-1,3'-pyrrolo[2,3-b]pyridin]-5'-yl)-1H-indol-7-yl)-N,N-dimethylacetamide